(Z)-3-(5-(4-(5-(4-(1-(4-hydroxyphenyl)-2-phenylbut-1-en-1-yl)phenoxy)pentyl)piperazin-1-yl)-1-oxoisoindolin-2-yl)piperidine-2,6-dione OC1=CC=C(C=C1)/C(=C(\CC)/C1=CC=CC=C1)/C1=CC=C(OCCCCCN2CCN(CC2)C=2C=C3CN(C(C3=CC2)=O)C2C(NC(CC2)=O)=O)C=C1